C12CCC(CC1)S2 1,4-epithiocyclohexane